C1(=CC=C(C=C1)C)C 1,4-Xylene